C(C)(C)(C)OC(=O)NC1CCN(CC1)C=1C=C2C(=CN1)N(C(=C2C(C)C)B2OC(C(O2)(C)C)(C)C)C(=O)OC(C)(C)C tert-butyl 5-(4-((tert-butoxycarbonyl) amino)piperidin-1-yl)-3-isopropyl-2-(4,4,5,5-tetramethyl-1,3,2-dioxaborolan-2-yl)-1H-pyrrolo[2,3-c]pyridine-1-carboxylate